FC1=C(C=CC(=C1)F)C1=CC(=CC=C1C)[C@H](CC(=O)[O-])NC(=O)NC=1C(N(C=CC1[O-])C)=O.[Na+].[Na+] Natrium (S)-3-(2',4'-Difluoro-6-methylbiphenyl-3-yl)-3-(3-(1-methyl-4-oxido-2-oxo-1,2-dihydropyridin-3-yl)ureido)propanoat